tert-Butyl(4-((2-(2,6-dioxopiperidin-3-yl)-1,3-dioxoisoindolin-5-yl)oxy)butyl)(methyl)carbamate C(C)(C)(C)OC(N(C)CCCCOC=1C=C2C(N(C(C2=CC1)=O)C1C(NC(CC1)=O)=O)=O)=O